4-((9-cyclopentyl-7-fluoro-5-methyl-6-oxo-7-vinyl-6,7,8,9-tetrahydro-5H-pyrimido[4,5-b][1,4]diazepin-2-yl)amino)-3-methoxybenzoic acid C1(CCCC1)N1C2=C(N(C(C(C1)(C=C)F)=O)C)C=NC(=N2)NC2=C(C=C(C(=O)O)C=C2)OC